[2-[tert-butyl (dimethyl) silyl]oxyethoxy]benzoate [Si](C)(C)(C(C)(C)C)OCCOC1=C(C(=O)[O-])C=CC=C1